FC1=C(C=CC=C1C[C@@H]1N(CC([C@@H]1NS(=O)(=O)CC)(F)F)C(=O)C1OCC1)C1=CC(=C(C=C1)F)C N-[(2S,3R)-2-[(2,4'-difluoro-3'-methyl[1,1'-biphenyl]-3-yl)methyl]-4,4-difluoro-1-(oxetane-2-carbonyl)pyrrolidin-3-yl]-ethanesulfonamide